C(C)(C)(C)C1=C(C=CC(=C1)C(C)(C)C)OP([O-])[O-] [2,4-di-tert-butyl-phenyl]-phosphite